Methyl 2-(2-chloro-4-fluorophenoxy)quinoline-3-carboxylate ClC1=C(OC2=NC3=CC=CC=C3C=C2C(=O)OC)C=CC(=C1)F